N(=O)CC(OC(=O)N(CC)C1=CC=CC=C1)(C)C nitroso-phenyl-ethyl-Boc-amine